5-(iso-pentenylaminomethyl)-uridine triphosphate P(O)(=O)(OP(=O)(O)OP(=O)(O)O)OC[C@@H]1[C@H]([C@H]([C@@H](O1)N1C(=O)NC(=O)C(=C1)CNC=CC(C)C)O)O